7-nitro-1,2,3,3a-tetrahydro-9H-benzo[e]pyrrolo[2,1-b][1,3]oxazin-9-one [N+](=O)([O-])C=1C=CC2=C(C(N3C(O2)CCC3)=O)C1